2-methyl-4,6-bis[(n-dodecylthio)methyl]phenol CC1=C(C(=CC(=C1)CSCCCCCCCCCCCC)CSCCCCCCCCCCCC)O